CC1=C(C(=O)OCC)C=C(C(=C1C)OC(C)=O)C ethyl 2,3,5-trimethyl-4-acetoxybenzoate